ClCC(=O)NC(NC1=NC=CC=C1F)=O 2-chloro-N-((3-fluoropyridin-2-yl)carbamoyl)acetamide